isobutyl 3,4-dicarboxy-α-cyanocinnamate C(=O)(O)C=1C=C(C=C(C(=O)OCC(C)C)C#N)C=CC1C(=O)O